CC1=CC=C(C=C1)S(=O)(=O)OCC(C(F)(F)F)(C)C 3,3,3-trifluoro-2,2-dimethylpropyl 4-methylbenzenesulfonate